3-[5-cyclopropyl-4-(2-trimethylsilylethynyl)isoxazol-3-yl]-1-isopropyl-pyrazolo[3,4-d]pyrimidin-4-amine C1(CC1)C1=C(C(=NO1)C1=NN(C2=NC=NC(=C21)N)C(C)C)C#C[Si](C)(C)C